2-amino-7-((6-(dimethylamino)naphthalene-2-yl)oxy)-1,2,3,4-tetrahydronaphthalene-2-carboxylic acid NC1(CC2=CC(=CC=C2CC1)OC1=CC2=CC=C(C=C2C=C1)N(C)C)C(=O)O